ClC1=CC(=C(C=O)C=C1)OC1=CC=C(C=C1)C1=CN=C(N1C)C=1CCOCC1 4-chloro-2-(4-(2-(3,6-dihydro-2H-pyran-4-yl)-1-methyl-1H-imidazol-5-yl)phenoxy)benzaldehyde